7-{(1R)-1-[1-(3,4-difluorophenyl)-1H-1,2,3-triazol-4-yl]propyl}-5-(5-fluoro-6-methoxypyridin-3-yl)-7H-pyrrolo[2,3-d]pyrimidin-4-amine FC=1C=C(C=CC1F)N1N=NC(=C1)[C@@H](CC)N1C=C(C2=C1N=CN=C2N)C=2C=NC(=C(C2)F)OC